7-chloro-N-hydroxy-1-isopropyl-2,6-naphthyridine-4-carboxamidine ClC1=NC=C2C(=CN=C(C2=C1)C(C)C)C(=N)NO